2,5-dichloro-4-(6-chloro-[1,1'-biphenyl]-3-yl)pyrimidine ClC1=NC=C(C(=N1)C=1C=C(C(=CC1)Cl)C1=CC=CC=C1)Cl